CC1=C(C(=CC(=C1)C)C)NC1=NC=NC=C1 4-(2,4,6-TRIMETHYL-PHENYLAMINO)-PYRIMIDIN